N-(5-(6-(tert-Butylsulfonyl)-7-methoxyimidazo[1,2-a]pyridin-3-yl)-3-methoxy-2-methylphenyl)propane-1-sulfonamide C(C)(C)(C)S(=O)(=O)C=1C(=CC=2N(C1)C(=CN2)C=2C=C(C(=C(C2)NS(=O)(=O)CCC)C)OC)OC